CC1OC2=C(NC1=O)C=C(C=C2)NC(NC2=CC=CC=C2)=O 3-(2-methyl-3-oxo-3,4-dihydro-2H-1,4-benzoxazin-6-yl)-1-phenylurea